[OH-].[Li+].C(#N)C=1C=CC2=CN(N=C2C1)CC1=C2C(=CNC2=C(C=C1OC)C)C(=O)O 4-((6-cyano-2H-indazol-2-yl)methyl)-5-methoxy-7-methyl-1H-indole-3-carboxylic acid Lithium hydroxide